ClC1=NC=C(C(=C1)C1=CCCCC1)C(F)(F)F 2-chloro-4-(cyclohex-1-en-1-yl)-5-(trifluoromethyl)pyridine